(4-(benzylamino)-1-methylcyclohexyl)carbamic acid tert-butyl ester C(C)(C)(C)OC(NC1(CCC(CC1)NCC1=CC=CC=C1)C)=O